7,7-Dimethyl-5,9-dioxa-2-azaspiro[3.5]nonane-2-carboxylic acid benzyl ester C(C1=CC=CC=C1)OC(=O)N1CC2(C1)OCC(CO2)(C)C